4-(2-Ethyl-7-methyl-3-nitrosopyrazolo[1,5-a]pyrimidin-5-yl)piperazine-1-carboxylic acid tert-butyl ester C(C)(C)(C)OC(=O)N1CCN(CC1)C1=NC=2N(C(=C1)C)N=C(C2N=O)CC